C(#N)C=1C=C(C=CC1N1CCCC1)C1=CC(C(=CN1C1=CC2=C(N=C(O2)N2CC3CN(CC3C2)C)C=C1)C(=O)O)=O 6-(3-cyano-4-(pyrrolidin-1-yl)phenyl)-1-(2-(5-methylhexahydropyrrolo[3,4-c]pyrrol-2(1H)-yl)benzo[d]oxazol-6-yl)-4-oxo-1,4-dihydropyridine-3-carboxylic acid